C12CN(CC(CNC1)C2)C2=NC(=CC(=N2)NC=2C=C1C=NNC1=CC2)C N-(2-(3,7-diazabicyclo[3.3.1]non-3-yl)-6-methylpyrimidin-4-yl)-1H-indazol-5-amine